butyryl-choline C(CCC)(=O)OCC[N+](C)(C)C